C1(=CC=CC=C1)S(=O)(=O)NC(C1=CC=C(C=C1)[N+](=O)[O-])=O N-(benzenesulfonyl)-4-nitrobenzamide